racemic-2-pyridyl-ethylphosphine N1=C(C=CC=C1)PCC